tert-Butyl 8-(6-(5-Bromo-1-methyl-2-oxo-1,2-dihydropyridin-3-ylamino)pyridin-3-yl)-3,8-diazabicyclo[3.2.1]octane-3-carboxylate BrC=1C=C(C(N(C1)C)=O)NC1=CC=C(C=N1)N1C2CN(CC1CC2)C(=O)OC(C)(C)C